(R)-4-chloro-5-(3-((4-(1,5-dimethyl-1H-pyrazol-4-yl)pyridin-2-yl)oxy)pyrrolidin-1-yl)pyridazin-3(2H)-one ClC=1C(NN=CC1N1C[C@@H](CC1)OC1=NC=CC(=C1)C=1C=NN(C1C)C)=O